1-methyl-4-(4-nitro-2-(2,2,2-trifluoroethoxy)phenyl)piperazine CN1CCN(CC1)C1=C(C=C(C=C1)[N+](=O)[O-])OCC(F)(F)F